BrCC(COCC(C(=O)OC)(C)C1=CC(=CC=C1)I)(C)C methyl 3-(3-bromo-2,2-dimethylpropoxy)-2-(3-iodophenyl)-2-methylpropanoate